OC1=CC=C(C=C1)/C=C/C=1C=C(C=C(C1)O)O 5-[(1E)-2-(4-Hydroxyphenyl)ethenyl]-1,3-benzenediol